C(N)(=O)C1=NN(C2=C1CN(CC2(F)F)C(=O)OC(C)(C)C)COCC[Si](C)(C)C tert-butyl 3-carbamoyl-7,7-difluoro-1-(2-trimethylsilylethoxymethyl)-4,6-dihydropyrazolo[4,3-c]pyridine-5-carboxylate